C(C)(C)(C)OC(=O)N1C(CC[C@@H](C1)NC1=NC=2N(C(=C1)N(CC1=CC(=CC=C1)[N+](=O)[O-])C(=O)OC(C)(C)C)N=CC2C2CC2)(C)C (S)-5-((7-((tert-butoxycarbonyl)(3-nitrobenzyl)amino)-3-Cyclopropylpyrazolo[1,5-a]pyrimidin-5-yl)amino)-2,2-dimethylpiperidine-1-carboxylic acid tert-butyl ester